4-aminobenzoylphenylalanine NC1=CC=C(C(=O)N[C@@H](CC2=CC=CC=C2)C(=O)O)C=C1